N1N=CC2=CC=CC(=C12)NS(=O)(=O)C=1C=NN(C1)C1=NC=C(C=C1)C(F)(F)F N-(1H-INDAZOL-7-YL)-1-(5-(TRIFLUOROMETHYL)PYRIDIN-2-YL)-1H-PYRAZOLE-4-SULFONAMIDE